COC(=O)C1=NC2=C(N1)C=C(C(=C2)C2=CC(=CC=C2)CC)C2=CC(=CC=C2)CC 5,6-bis(3-ethylphenyl)-1H-benzimidazole-carboxylic acid methyl ester